4-(9-ethyl-2-(3-methoxy-4-phenyl-1H-pyrazol-1-yl)-6-morpholino-9H-purin-8-yl)-1-methyl-5,6-dihydropyridin-2(1H)-one C(C)N1C2=NC(=NC(=C2N=C1C1=CC(N(CC1)C)=O)N1CCOCC1)N1N=C(C(=C1)C1=CC=CC=C1)OC